NC1=NC=2C3=C(C(CC2C=N1)(C)C)C(=NN3)C(=O)NC=3SC1=C(N3)C=CC(=C1)Cl 8-amino-N-(6-chloro-1,3-benzothiazol-2-yl)-4,4-dimethyl-4,5-dihydro-1H-pyrazolo[4,3-H]quinazoline-3-carboxamide